trimethyl-λ5-bismuthanethione C[Bi](=S)(C)C